CC1=C(C(=CC(=C1)C(F)(F)F)C)N1N=C(C(=C(C1=O)N1N=C(N=C1)CC)O)C(C)C 2-[2,6-dimethyl-4-(trifluoromethyl)phenyl]-4-(3-ethyl-1H-1,2,4-triazol-1-yl)-5-hydroxy-6-isopropylpyridazin-3(2H)-one